COC=1N=CC(CN1)(N)OC 2,5-dimethoxy-5-aminopyrimidine